[2-(2,2-Difluoro-benzo[1,3]dioxol-4-ylamino)-5-methyl-pyrimidin-4-ylamino]-3H-benzooxazol-2-one FC1(OC2=C(O1)C=CC=C2NC2=NC=C(C(=N2)NN2C(OC1=C2C=CC=C1)=O)C)F